(3S,4R)-3-fluoro-1-(4-((8-(5-(2-hydroxypropan-2-yl)-1,3,4-oxadiazol-2-yl)-5-isopropyl-2,7-naphthyridin-3-yl)amino)pyrimidin-2-yl)-3-methylpiperidin-4-ol F[C@]1(CN(CC[C@H]1O)C1=NC=CC(=N1)NC=1N=CC2=C(N=CC(=C2C1)C(C)C)C=1OC(=NN1)C(C)(C)O)C